6-(4-benzyloxy-6-methyl-indan-5-yl)-4-methyl-3-[[(3R)-1-benzyl-3-piperidinyl]amino]-1,2,4-triazin-5-one C(C1=CC=CC=C1)OC1=C2CCCC2=CC(=C1C=1C(N(C(=NN1)N[C@H]1CN(CCC1)CC1=CC=CC=C1)C)=O)C